2-methyl-6-morpholin-4-ylpyridin-4-yloxy-4-(4,4,5,5-tetramethyl-1,3,2-dioxaborolan-2-yl)benzonitrile CC1=NC(=CC(=C1)OC1=C(C#N)C=CC(=C1)B1OC(C(O1)(C)C)(C)C)N1CCOCC1